3-bromo-N-(naphthalen-2-yl)naphthalen-2-amine BrC=1C(=CC2=CC=CC=C2C1)NC1=CC2=CC=CC=C2C=C1